2-(6-((1R,5S,7r)-3-oxa-9-azabicyclo[3.3.1]nonan-7-yl)-5-(2,2-difluoroethyl)-7H-pyrrolo[2,3-c]pyridazin-3-yl)phenol [C@H]12COC[C@H](CC(C1)C1=C(C3=C(N=NC(=C3)C3=C(C=CC=C3)O)N1)CC(F)F)N2